NCCNCCC[Si](OCC)(OCC)OCC N-(aminoethyl)-aminopropyl-triethoxysilane